[Al+3].[Te-2].[Cd+2] Cadmium telluride aluminium